ethyl-5-(8-fluoro-2-methylimidazo[1,2-a]pyridin-6-yl)-N-(2,2,6,6-tetramethylpiperidin-4-yl)[1,3]thiazolo[5,4-d]pyrimidin-2-amine C(C)C=1C2=C(N=C(N1)C=1C=C(C=3N(C1)C=C(N3)C)F)SC(=N2)NC2CC(NC(C2)(C)C)(C)C